C(CC)O[Si](C1=C(C=CC=C1)C(=C)C)(OCCC)OCCC Tripropoxy(2-isopropenylphenyl)silane